C1(=CC=CC=C1)S(=O)(=O)OC1=CC=C(C=C1)NC(=O)NC1=CC=C(C=C1)OS(=O)(=O)C1=CC=CC=C1 N,N'-bis-[4-(benzenesulfonyloxy)phenyl]urea